N1=CN=C(C2=C1NC=C2)C=2C=NN(C2)CC=2C=C(C(=O)NC1=CC(=CC=C1)C(F)(F)F)C=CC2 3-{[4-(7H-pyrrolo[2,3-d]-pyrimidin-4-yl)-1H-pyrazol-1-yl]methyl}-N-[3-(trifluoro-methyl)phenyl]benzamide